2-(3-((2-amino-4-((1-methoxyheptan-3-yl)amino)-6-methylpyrimidin-5-yl)methyl)-4-methoxyphenyl)acetonitrile NC1=NC(=C(C(=N1)NC(CCOC)CCCC)CC=1C=C(C=CC1OC)CC#N)C